C1=CC=C2C(=C1)C(=C(N2)O)C3=C(NC(=C3)C4=CNC5=C4C=C(C=C5)O)C(=O)O The molecule is a pyrrolecarboxylic acid that is pyrrole-2-carboxylic acid which is substituted at position 3 by a 3-hydroxyindol-3-yl group at at position 5 by a 5-hydroxyindol-3-yl group. It has a role as a bacterial metabolite. It is a member of hydroxyindoles, a monocarboxylic acid and a pyrrolecarboxylic acid. It is a conjugate acid of a violaceinate.